OCCCC1(C(C(OCC1)O)O)O p-hydroxypropyl-tetrahydropyrantriol